C(C)OCC(=O)N1CC2=C(NC=3C=CC=CC23)CC1 2-Ethoxy-1-{1H,2H,3H,4H,5H-pyrido[4,3-b]indol-2-yl}ethan-1-one